C(C)(C)(C)OC(=O)N1C[C@H]2C([C@H]2C1)C1=NOC(=C1C1=NC=CC=C1)C (1R,5S,6r)-6-[5-methyl-4-(2-pyridinyl)-1,2-oxazol-3-yl]-3-azabicyclo[3.1.0]hexane-3-carboxylic acid tert-butyl ester